N-(4-(4-(ethylsulfonyl)piperazin-1-yl)phenyl)-6-(1H-indazol-6-yl)-[1,2,4]triazolo[1,5-a]pyrazin-8-amine C(C)S(=O)(=O)N1CCN(CC1)C1=CC=C(C=C1)NC=1C=2N(C=C(N1)C1=CC=C3C=NNC3=C1)N=CN2